CN1CC[C@]23[C@@H]4[C@H]5[C@@H](CC2=O)C(=CCO[C@H]5CC(=O)N4C6=CC(=C(C=C36)OC)OC)C1 The molecule is a monoterpenoid indole alkaloid with formula C24H28N2O3, originallly isolated from the seeds of Strychnos nux-vomica. It has a role as a plant metabolite. It is a delta-lactam, an aromatic ether, a cyclic ketone, a monoterpenoid indole alkaloid, an organic heterohexacyclic compound and a tertiary amino compound.